COC(=O)C1(OC1)C1=CC=CC=C1 Methyl-2-phenyloxirane-2-carboxylate